(S)-(5-(3,5-difluorophenyl)-4,5-dihydro-1H-pyrazol-1-yl)(4-(4-(3-ethoxyazetidin-1-carbonyl)-5-fluoropyrimidin-2-yl)piperazin-1-yl)methanone FC=1C=C(C=C(C1)F)[C@@H]1CC=NN1C(=O)N1CCN(CC1)C1=NC=C(C(=N1)C(=O)N1CC(C1)OCC)F